2-[3-[(1R)-1-aminoethyl]-2-fluoro-phenyl]-2,2-difluoro-acetonitrile N[C@H](C)C=1C(=C(C=CC1)C(C#N)(F)F)F